2-(2-aminopyrimidin-4-yl)-2,2-difluoroacetic acid NC1=NC=CC(=N1)C(C(=O)O)(F)F